C(C)(=O)O[C@@H]1[C@H](O[C@H]([C@@H]1OC(C)=O)N1N=CC=2C1=CC(=NC2N(C2CCCC2)C(=O)OC(C)(C)C)Cl)COC(C)=O (2R,3R,4R,5R)-2-(acetoxymethyl)-5-(4-((tert-butoxycarbonyl)(cyclopentyl)amino)-6-chloro-1H-pyrazolo[3,4-d]pyridin-1-yl)tetrahydrofuran-3,4-diyl diacetate